O[C@@H]1C[C@H](N(C1)C([C@H](C(C)(C)C)NC(CCCCCCCCCC(=O)O)=O)=O)C(N[C@@H](C)C1=CC=C(C=C1)C1=C(N=CS1)C)=O 11-(((S)-1-((2S,4R)-4-hydroxy-2-(((S)-1-(4-(4-methylthiazol-5-yl)phenyl)ethyl)carbamoyl)pyrrolidin-1-yl)-3,3-dimethyl-1-oxobutan-2-yl)amino)-11-oxoundecanoic acid